[N+](=O)([O-])C1=CC=C(CO)C=C1 para-nitrobenzyl alcohol